FC1=CC=C(C=C1)NC(=O)C1(CC1)C(=O)NC1=CC=C(OC2=CC=NC3=CC(=CC=C23)C(=O)O)C=C1 4-[4-[[1-[(4-fluorophenyl)carbamoyl]-cyclopropanecarbonyl]-amino]phenoxy]-quinoline-7-carboxylic acid